ClC1=C(C=CC=C1C1=NC=NC(=C1Cl)C1=CC(=C(C=C1)CNC1CC(C1)O)OC)C1=CC=C(C(=N1)OC)CNC1CC(C1)O (1r,3s)-3-(((6-(2-chloro-3-(5-chloro-6-(4-((((1s,3r)-3-hydroxycyclobutyl)amino)methyl)-3-methoxyphenyl)pyrimidin-4-yl)phenyl)-2-methoxypyridin-3-yl)methyl)amino)cyclobutan-1-ol